ClC1=CN(C=2N=C(C=C(C21)NCCS(=O)(=O)C)Cl)COCC[Si](C)(C)C 3,6-dichloro-N-(2-(methylsulfonyl)ethyl)-1-((2-(trimethylsilyl)ethoxy)methyl)-1H-pyrrolo[2,3-b]pyridin-4-amine